ClC=1C=C(C=CC1OCC1=CN=CS1)NC=1C2=C(N=CN1)NC=C2C2CCN(CC2)C(C=C)=O 1-(4-(4-((3-chloro-4-(thiazol-5-ylmethoxy)phenyl)amino)-7H-pyrrolo[2,3-d]pyrimidin-5-yl)piperidin-1-yl)prop-2-en-1-one